7-bromo-3-(2,2,6,6-tetramethylpiperidin-4-yl)quinazolin-4(3H)-one BrC1=CC=C2C(N(C=NC2=C1)C1CC(NC(C1)(C)C)(C)C)=O